C(C(C)C)C1=CC=C(C=C1)[C@H](C(=O)O)C (R)-2-(4-isobutylphenyl)propionic acid